C(CC)(=O)NC1(CCCCC1)C(=O)N propionamido-cyclohexane-1-carboxamide